[Si](C)(C)(C(C)(C)C)CO[C@H]1[C@@H](C1)CO |r| (rac)-trans-(2-((tert-butyldimethylsilyl)methoxy)cyclopropyl)methanol